5-CHLORO-3-(2,5-DIFLUOROPHENYL)-1-METHYL-1H-PYRAZOLE-4-CARBOXALDEHYDE ClC1=C(C(=NN1C)C1=C(C=CC(=C1)F)F)C=O